C[C@H](CN(C(C(=O)OCC(F)(F)F)=O)CC1=NC=CC=C1)CC (S)-2,2,2-trifluoroethyl 2-((2-methylbutyl) (pyridin-2-ylmethyl)amino)-2-oxoacetate